C(C1=CC=CC=C1)C(C(=O)O)CC.C(C1=CC=CC=C1)OC(CCC)=O.BrC1=C(C=CC=C1)CC(=O)NC1=CC(=C(C=C1)N1N=CC(=C1)Cl)S(N)(=O)=O 2-(2-Bromophenyl)-N-[4-(4-chloro-1H-pyrazol-1-yl)-3-sulfamoylphenyl]acetamide benzyl-butyrate (benzyl-butyrate)